C(COCCOC)N(CCOCCOC)CCOCCOC tri(3,6-dioxaheptyl)amine